BrC=1C=CC2=C(OC(C(N2)=O)C)N1 6-bromo-3-methyl-1H-pyrido[2,3-b][1,4]oxazin-2(3H)-one